ClC1=CC=C(C=C1)[C@@H](CO)N1C(N2C(C1)=CC(=C2)C2=NC(=NC=C2)NC2=CC=NN2C)=O (S)-2-(1-(4-chlorophenyl)-2-hydroxyethyl)-6-(2-((1-methyl-1H-pyrazol-5-yl)amino)pyrimidin-4-yl)-1H-pyrrolo[1,2-c]imidazol-3(2H)-one